ClC1=NC=C(C(=N1)Cl)[C@H]1[C@@H](C1)C1=CC(=C(C=C1)F)OC trans-2,4-dichloro-5-(2-(4-fluoro-3-methoxyphenyl)cyclopropyl)pyrimidine